2-(trans-4-aminomethylcyclohexanecarbonyloxy)-5-hydroxybenzoic acid NC[C@@H]1CC[C@H](CC1)C(=O)OC1=C(C(=O)O)C=C(C=C1)O